3-{[(3S)-6-fluoro-3-methyl-8-[5-(trifluoromethyl)-1,2,4-oxadiazol-3-yl]-3,5-dihydro-2H-1,4-benzoxazepin-4-yl]carbonyl}cyclobutan-1-amine FC1=CC(=CC2=C1CN([C@H](CO2)C)C(=O)C2CC(C2)N)C2=NOC(=N2)C(F)(F)F